5-amino-8-(2,6-dimethyl-1-oxidopyridin-1-ium-4-yl)-2-[(5-methyloxazol-4-yl)methyl]-7-phenyl-[1,2,4]triazolo[4,3-c]pyrimidin-3-one NC1=NC(=C(C=2N1C(N(N2)CC=2N=COC2C)=O)C2=CC(=[N+](C(=C2)C)[O-])C)C2=CC=CC=C2